8-(3-methyl-3-heptyloxycarbonyl)-tetracyclo[4.4.0.12,5.17,10]-3-dodecene CC(CC)(CCCC)OC(=O)C1C2C3C4C=CC(C3C(C1)C2)C4